O=C1C(=CC(=CN1C1=CC=CC=C1)C1=NC=CC=C1)C1=C(C#N)C=CC=C1 2-(6'-oxo-1'-phenyl-1',6'-dihydro-[2,3'-bipyridyl]-5'-yl)benzonitrile